FC(C=1C=C(C=C(C1)C(F)(F)F)NC1C2=C(S(C1)(=O)=O)C=CC=C2)(F)F 3-((3,5-bis(trifluoromethyl)phenyl)amino)-2,3-dihydrobenzo[b]thiophene 1,1-dioxide